1-(5-(imidazo[1,2-a]pyrimidin-6-yl)pyrrolo[2,1-f][1,2,4]triazin-2-yl)-N4,N4-dimethylcyclohexane-1,4-diamine N=1C=CN2C1N=CC(=C2)C=2C=CN1N=C(N=CC12)C1(CCC(CC1)N(C)C)N